N1-(1H-benzoimidazol-2-ylmethyl)-N1-(5,6,7,8-tetrahydro-quinolin-8-yl)-(E)-but-2-ene-1,4-diamine N1C(=NC2=C1C=CC=C2)CN(C\C=C\CN)C2CCCC=1C=CC=NC21